(S)-4-methyl-3-(1-(pyrazolo[1,5-a]pyrazin-3-yl)pyrrolidin-3-yl)-N-(5-(trifluoromethoxy)pyridin-3-yl)benzamide CC1=C(C=C(C(=O)NC=2C=NC=C(C2)OC(F)(F)F)C=C1)[C@H]1CN(CC1)C=1C=NN2C1C=NC=C2